4-(5-ethyl-4-(hydroxymethyl)thiazol-2-yl)-N,N-dimethylbenzamide C(C)C1=C(N=C(S1)C1=CC=C(C(=O)N(C)C)C=C1)CO